CN1C(C(C=2C1=CC=1C(=NN=C(C1C2)C)N[C@H](C)C2=CC(=CC=C2)C(F)(F)F)(C)C)=O 1,3,3,5-tetramethyl-8-[[(1R)-1-[3-(trifluoromethyl)phenyl]ethyl]amino]pyrrolo[2,3-g]phthalazin-2-one